BrC1=NC(=CC=C1C#N)OC 2-bromo-6-methoxypyridine-3-carbonitrile